(S)-10-((5-Chloro-2-((3R,4R)-3,4-difluoropiperidin-1-yl)pyrimidin-4-yl)amino)-2-cyclopropyl-3,3-difluoro-7-methyl-1,2,3,4-tetrahydro-[1,4]oxazepino[2,3-c]chinolin-6(7H)-on ClC=1C(=NC(=NC1)N1C[C@H]([C@@H](CC1)F)F)NC1=CC=2C3=C(C(N(C2C=C1)C)=O)OCC([C@@H](N3)C3CC3)(F)F